FC1=CC=C(CCN[C@H](C(=O)C2=CNC3=CC(=CC=C23)C2=NC=CC=C2)C2=CC=CC=C2)C=C1 |r| (S)- and (R)-2-((4-fluorophenethyl)amino)-2-phenyl-1-(6-(pyridin-2-yl)-1H-indol-3-yl)ethan-1-one